NC1CCN(CC1)C1=NC(=CC(=C1)OCCCCCCC(=O)NO)C1=CC(=C(C=C1)C#N)F 7-((2-(4-aminopiperidin-1-yl)-6-(4-cyano-3-fluorophenyl)pyridin-4-yl)oxy)-N-hydroxyheptanamide